C(C)(C)(C)OC(=O)N[C@H]([C@H](C#N)NC1=C(C=C(C=C1)C1=CC(=C(C=C1)F)C=1N=NNN1)C(=O)OC)CC1=CNC2=CC=CC=C12 |&1:9| Methyl 4-(((1RS,2S)-2-((tert-butoxycarbonyl)amino)-1-cyano-3-(1H-indol-3-yl)propyl)amino)-4'-fluoro-3'-(2H-tetrazol-5-yl)-[1,1'-biphenyl]-3-carboxylate